O=C1N2N(C(C(=C1SC1=CC=CC=C1)SC1=CC=CC=C1)=O)CC(C2)C(=O)OC(C)(C)C tert-butyl 5,8-dioxo-6,7-bis(phenylsulfanyl)-2,3-dihydro-1H-pyrazolo[1,2-a]pyridazine-2-carboxylate